beta-alanine phosphate P(=O)(O)(O)O.NCCC(=O)O